6-hydroxy-8-methyl-2-pyrrolo[1,2-c]pyrimidin-3-yl-3-(2-trimethylsilyl-ethoxymethyl)-3H-quinazolin-4-one OC=1C=C2C(N(C(=NC2=C(C1)C)C1=CC=2N(C=N1)C=CC2)COCC[Si](C)(C)C)=O